2,5,8,11-tetraoxatetradecan COCCOCCOCCOCCC